3-carbamoyl-2-(4-phenoxyphenyl)-1,7,8,10-tetrahydroimidazo[1',2':1,5]pyrazolo[4,3-c]Azepine-9(6H)-carboxylic acid tert-butyl ester C(C)(C)(C)OC(=O)N1CC=2C(CCC1)=NN1C2NC(=C1C(N)=O)C1=CC=C(C=C1)OC1=CC=CC=C1